S1C=C(C=C1)N[C@@H](C)C(=O)O 3-THIENYLALANINE